FC1=C(C(=CC2=CC=C(C=C12)NCCC1=CC=CC=C1)O)N1CC(NS1(=O)=O)=O 5-{1-fluoro-3-hydroxy-7-[(2-phenylethyl)amino]naphthalen-2-yl}-1λ6,2,5-thiadiazolidine-1,1,3-trione